N-{4-fluoro-3-[5-(propan-2-yl)-2H-pyrazolo[3,4-b]pyridin-2-yl]phenyl}-4-methyl-1,3-oxazole FC1=C(C=C(C=C1)N1COC=C1C)N1N=C2N=CC(=CC2=C1)C(C)C